C(C(O)C)(=O)OCCC=CCC 3-HEXENYL LACTATE